N-ethyl-2-(4-hydroxytetrahydro-2H-pyran-4-yl)-N-methyl-2-((tetrahydro-2H-pyran-2-yl)thio)acetamide C(C)N(C(C(SC1OCCCC1)C1(CCOCC1)O)=O)C